N'-(2-ethyl-4-hydroxy-phenyl)-6-(4-methoxy-2,6-dimethyl-phenyl)-4-[[[(R)-pyrrolidin-2-yl]methyl]amino]pyrrolo[1,2-b]pyridazine-3-carboxamidine C(C)C1=C(C=CC(=C1)O)N=C(N)C1=C(C=2N(N=C1)C=C(C2)C2=C(C=C(C=C2C)OC)C)NC[C@@H]2NCCC2